NC1=NC(=CC(=N1)N1CCC2(C[C@H](NC2)C(=O)O)CC1)O[C@@H](C(F)(F)F)C1=C(C=C(C=C1)Cl)C1=NC(=CC=C1)C (S)-8-(2-amino-6-((R)-1-(4-chloro-2-(6-methylpyridin-2-yl)phenyl)-2,2,2-trifluoroethoxy)pyrimidin-4-yl)-2,8-diazaspiro[4.5]decane-3-carboxylic acid